CC1=C(C=CC=2N(C=NC21)C2=NC(C(C1=CC=CC=C21)(F)F)(C)C)C 1-(4,5-dimethylbenzimidazol-1-yl)-4,4-difluoro-3,3-dimethylisoquinoline